FC(N1N=C(C(=C1)C(=O)OCC)NC1=CC=C(C=C1)C(F)(F)F)(F)F ethyl 1-(trifluoromethyl)-3-((4-(trifluoromethyl)phenyl)amino)-1H-pyrazole-4-carboxylate